C(=O)(O)CN(C1=CC2=C(C=C(O2)C=2OC(=CN2)C(=O)O)C=C1OCCOC1=C(C=CC(=C1)C)N(CC(=O)O)CC(=O)O)CC(=O)O 2-[6-[bis(carboxymethyl)amino]-5-[2-[2-[bis(carboxymethyl)amino]-5-methylphenoxy]ethoxy]-2-benzofuranyl]-5-oxazolecarboxylic acid